C(C)(C)(C)OC(NC1=C(C=CC(=C1)N1CCC(CC1)N(C)C1CC1)N)=O tert-butyl(2-amino-5-(4-(cyclopropyl(methyl)amino)piperidin-1-yl)phenyl)carbamate